ClC1=CC=C(C=C1)C=1C=2C(=C(SC2N2C(=NN=C2C(N1)CC(=O)O)C)C)C 2-[7-(4-chlorophenyl)-4,5,13-trimethyl-3-thia-1,8,11,12-tetrazatricyclo[8.3.0.02,6]trideca-2(6),4,7,10,12-pentaen-9-yl]acetic acid